N-(7-{1,8-dimethyl-1H,2H,3H-pyrido[2,3-b][1,4]oxazin-7-yl}-5H,6H,7H,8H-pyrido[3,4-d]pyrimidin-2-yl)-6-methyl-5,6,7,8-tetrahydro-1,6-naphthyridin-3-amine CN1C2=C(OCC1)N=CC(=C2C)N2CC=1N=C(N=CC1CC2)NC=2C=NC=1CCN(CC1C2)C